(5,5-bis(4-carboxyphenyl)-2,2-bipyridine) ruthenium dichloride [Ru](Cl)Cl.C(=O)(O)C1=CC=C(C=C1)C1(CC=C(N=C1)C1=NC=CC=C1)C1=CC=C(C=C1)C(=O)O